phenethyltris(trimethylsiloxy)silane C(CC1=CC=CC=C1)[Si](O[Si](C)(C)C)(O[Si](C)(C)C)O[Si](C)(C)C